6-(morpholine-4-carbonyl)-[4,8'-biquinolin] N1(CCOCC1)C(=O)C=1C=C2C(=CC=NC2=CC1)C=1C=CC=C2C=CC=NC12